4,4'-bis-(2-morpholino-4-anilino-s-triazin-6-ylamino)stilbenedisulfonic acid disodium salt [Na+].[Na+].O1CCN(CC1)C1=NC(=NC(=N1)NC1=CC=CC=C1)NC1=C(C(=C(C=C1)C=CC1=CC=C(C=C1)NC1=NC(=NC(=N1)N1CCOCC1)NC1=CC=CC=C1)S(=O)(=O)[O-])S(=O)(=O)[O-]